C(CCC=C)[C@@](N)(C)C(=O)O (S)-2-(4r-pentenyl)Alanine